4-amino-N,1-dimethyl-N-((4R)-7-(4-(trifluoromethyl)phenyl)-3,4-dihydro-1H-2-benzopyran-4-yl)-1H-pyrazolo[4,3-c]quinoline-8-carboxamide NC1=NC=2C=CC(=CC2C2=C1C=NN2C)C(=O)N([C@H]2COCC1=C2C=CC(=C1)C1=CC=C(C=C1)C(F)(F)F)C